ClC=1C=CC=C2C(=CNC12)C=1N=C(C(=NC1)OC1CN(CC1)C(C)=O)C 1-(3-((5-(7-chloro-1H-indol-3-yl)-3-methylpyrazin-2-yl)oxy)pyrrolidin-1-yl)ethan-1-one